hexyl bromophosphate P(=O)(OCCCCCC)([O-])Br